FC(C=CC(F)(F)F)(F)F 1,1,1,4,4,4-hexafluorobutene